N1(N=CC=C1)C1=CC=C(C=C1)CN (4-(1H-pyrazol-1-yl)phenyl)methylamine